BrC1=CC=2C(C3=CC=CC(=C3C2C=C1)C1=CC=C(C=C1)C1CCCCC1)(C)C 2-bromo-5-(4-cyclohexylphenyl)-9,9-dimethyl-9H-fluorene